5-Ethyl-1,3-oxazol C(C)C1=CN=CO1